N1(C=NC2=C1C=CC=C2)C=2C=C(C=CC2)OB(O)O (3-(1H-benzo[d]imidazol-1-yl)phenyl)boric acid